O=C1C=C(C(=CN1C1CCOCC1)C(=O)OC)OS(=O)(=O)C(F)(F)F methyl 6-oxo-1-tetrahydropyran-4-yl-4-(trifluoromethylsulfonyloxy)pyridine-3-carboxylate